C(CCCCCCCCCCCCCCC)OC(OCN1C(CC(C2=CC=C(C=C12)OCCCCN1CCN(CC1)C1=CC=CC=2SC=CC21)(C)C)=O)=O Carbonic acid 7-[4-(4-benzo[b]thiophen-4-ylpiperazin-1-yl)butoxy]-4,4-dimethyl-2-oxo-3,4-dihydro-2H-quinolin-1-ylmethyl ester hexadecyl ester